COC=1C=C(C(=CC1)OC)C1=C(C=C(C=C1C(C)C)C(C)C)C(C)C 3,6-dimethoxy-2',4',6'-trisIsopropyl-1,1'-biphenyl